1-(5-[5-methyl-5H-pyrido[4,3-b]indol-7-yl]pyridin-2-yl)piperidine-4-carbaldehyde CN1C2=C(C=3C=CC(=CC13)C=1C=CC(=NC1)N1CCC(CC1)C=O)C=NC=C2